1,6'-diamino-3,3'-methylenedibenzoic acid NC1(C(=O)O)CC(=CC=C1)CC=1C=C(C(=O)O)C(=CC1)N